1-(2-aminoethyl)-N-(6-(N-(2-hydroxyethyl)thiophene-2-sulfonamido)benzo[d]thiazol-2-yl)piperidine-4-carboxamide hydrochloride Cl.NCCN1CCC(CC1)C(=O)NC=1SC2=C(N1)C=CC(=C2)N(S(=O)(=O)C=2SC=CC2)CCO